ClC=1C=2C(N=C3N(C2C=CC1)C1=CC(=CC=C1C3(C)C)N3CCC(CC3)CO)=O 4-chloro-10-(4-(hydroxymethyl)piperidin-1-yl)-7,7-dimethylindolo[1,2-a]quinazolin-5(7H)-one